(E)-1-(6-chloroimidazo[1,2-a]pyridin-3-yl)-3-(dimethylamino)prop-2-en-1-one bis(2,4-di-tert-butyl-6-methylphenyl)methyl-phosphite C(C)(C)(C)C1=C(C(=CC(=C1)C(C)(C)C)C)C(C1=C(C=C(C=C1C)C(C)(C)C)C(C)(C)C)OP(O)O.ClC=1C=CC=2N(C1)C(=CN2)C(\C=C\N(C)C)=O